3-fluoro-6,7-dihydro-5H-cyclopenta[b]pyridin-7-ylacetate FC=1C=C2C(=NC1)C(CC2)CC(=O)[O-]